ClC1=CC=2N(C=C1)C(=CN2)S(=O)(=O)NC2=NC(=C(C=C2F)CC(F)F)OC 7-chloro-N-[5-(2,2-difluoroethyl)-3-fluoro-6-methoxy-2-pyridinyl]imidazo[1,2-a]pyridine-3-sulfonamide